N1N=CC2=C1C=C1CCNCC1(C2)C=O 4,4a,5,6,7,8-hexahydro-1H-pyrazolo[3,4-g]isoquinoline-4a-carbaldehyde